C(C)C1=C2C(=CC(=CC2=CC=C1F)O)C1=C(C=2N=C(N=C(C2C=N1)N1CC(CCC1)C(C)(C)O)OC[C@]12CCCN2C[C@@H](C1)F)F 5-Ethyl-6-fluoro-4-(8-fluoro-2-(((2R,7aS)-2-fluorotetrahydro-1H-pyrrolizin-7a(5H)-yl)methoxy)-4-(3-(2-hydroxypropan-2-yl)piperidin-1-yl)pyrido[4,3-d]pyrimidin-7-yl)naphthalen-2-ol